t-Butyl (R)-4-(2-(2-amino-3-phenylpropanamido-3,3-d2)-4-fluorophenyl)piperazine-1-carboxylate N[C@@H](C(=O)NC1=C(C=CC(=C1)F)N1CCN(CC1)C(=O)OC(C)(C)C)C([2H])([2H])C1=CC=CC=C1